3-([2-chloro-5H,6H,7H-cyclopenta[d]pyrimidin-4-yl](methyl)amino)-1-(3-fluorophenyl)piperidin-2-one ClC=1N=C(C2=C(N1)CCC2)N(C2C(N(CCC2)C2=CC(=CC=C2)F)=O)C